C(C)N1CCC(CC1)N(C(=O)C=1N=C(SC1)C=1C=NN(C1)C1=NC=CC=C1)C N-(1-ethylpiperidin-4-yl)-N-methyl-2-[1-(pyridin-2-yl)-1H-pyrazol-4-yl]-1,3-thiazole-4-carboxamide